N-((4-Chloro-2,6-diisopropylphenyl)carbamoyl)-3,5-dimethylmorpholin-4-sulfonamid ClC1=CC(=C(C(=C1)C(C)C)NC(=O)NS(=O)(=O)N1C(COCC1C)C)C(C)C